C(C)(C)NC1=NC=CC(=C1)CN1C(N(C(C1(C)C)=O)C1=CC=C2C3(CN(C2=C1)C)CCC3)=O 1-((2-(isopropylamino)pyridin-4-yl)methyl)-5,5-dimethyl-3-(1'-methylspiro[cyclobutane-1,3'-indolin]-6'-yl)imidazolidine-2,4-dione